FC1C(C2=C(N(N=C2C(F)(F)F)C2OCCCC2)C1)=O 5-fluoro-1-(oxan-2-yl)-3-(trifluoromethyl)-5,6-dihydrocyclopenta[c]pyrazol-4-one